4-(perfluorophenyl)heptane-3,5-dione FC1=C(C(=C(C(=C1F)F)F)F)C(C(CC)=O)C(CC)=O